C1OCC12NCCC2 2-oxa-5-azaspiro-[3.4]octan